2-chloro-7-cyclopropyl-6-isopropyl-furo[2,3-b]pyrazine ClC=1N=C2C(=NC1)OC(=C2C2CC2)C(C)C